C(=O)NI formamidyl iodide